ClC1=CNC=2N=C(C=C(C21)NC2CCC2)NC2=C(C=C(C=C2)S(=O)(=O)C)OC 3-chloro-N4-cyclobutyl-N6-(2-methoxy-4-(methylsulfonyl)phenyl)-1H-pyrrolo[2,3-b]pyridine-4,6-diamine